C(C1=CC=CC=C1)OC=1C=C2CC[C@@H]([C@@H](C2=CC1)C1=CC=C(C=C1)O)C1=CC=CC=C1 4-((1R,2S)-6-(benzyloxy)-2-phenyl-1,2,3,4-tetrahydronaphthalen-1-yl)phenol